BrC=1C2(C3=CC=C(C=C3C1)F)CCC1(CC2)NC(NC1=O)=O 2''-bromo-5''-fluorodispiro[imidazolidine-4,1'-cyclohexane-4',1''-indene]-2,5-dione